(Z)-2'-methylacetophenone 4,6-dimethyl-2-pyrimidinylhydrazone CC1=NC(=NC(=C1)C)N\N=C(\C)/C1=C(C=CC=C1)C